((3R)-4-amino-3-methyl-1,3-dihydrofuro[3,4-c]quinolin-8-yl)((3S,4R)-3-(4-bromophenyl)-4-methyl-1-pyrrolidinyl)methanone NC1=NC=2C=CC(=CC2C2=C1[C@H](OC2)C)C(=O)N2C[C@@H]([C@H](C2)C)C2=CC=C(C=C2)Br